Methyl 6-((2-(((tert-butoxycarbonyl)(2-(6-methoxy-3-nitropyridin-2-yl)ethyl)-amino)methyl)-4-fluorophenyl)amino)-2-fluoro-3-(trifluoromethyl)benzoate C(C)(C)(C)OC(=O)N(CCC1=NC(=CC=C1[N+](=O)[O-])OC)CC1=C(C=CC(=C1)F)NC1=CC=C(C(=C1C(=O)OC)F)C(F)(F)F